6-[[3-fluoro-5-(trifluoromethyl)-2-pyridinyl]methyl]-2-azaspiro[3.3]heptane-2-carboxylic acid tert-butyl ester C(C)(C)(C)OC(=O)N1CC2(C1)CC(C2)CC2=NC=C(C=C2F)C(F)(F)F